N-(3-bromo-4-methylphenyl)-4-(trifluoromethyl)-1H-benzo[d]imidazol-2-amine BrC=1C=C(C=CC1C)NC1=NC2=C(N1)C=CC=C2C(F)(F)F